ClC=1C=C2C(=NC=NC2=C(C1C1=C(C=CC=C1)F)F)N(CCN=C=NC)C 6-chloro-8-fluoro-7-(2-fluorophenyl)-N-methyl-N-(2-(((methylimino)methylene)amino)ethyl)quinazolin-4-amine